C1([C@H](O)[C@H](O)[C@H](O1)CO)C1=C(N=C(N1)C(CC(=O)N)C(=O)N)N ribosyl-aminoimidazole-succinamide